CN(NC)C(=O)OC(C)(C)C tert-butyl 1,2-dimethylhydrazine-1-carboxylate